thiosuccinimide 6-[3-(2-pyridyldithio)-propanamido]hexanoate indium (Iii) [In+3].N1=C(C=CC=C1)SSCCC(=O)NCCCCCC(=O)[O-].C1(CCC(N1)=O)=S.N1=C(C=CC=C1)SSCCC(=O)NCCCCCC(=O)[O-].N1=C(C=CC=C1)SSCCC(=O)NCCCCCC(=O)[O-]